2-(methoxymethyl)-5,6,7,8-tetrahydro-4H-pyrazolo[1,5-a][1,4]diazepine COCC1=NN2C(CNCCC2)=C1